(2S,3R)-N-((1H-pyrrolo[3,2-c]pyridin-2-yl)methyl)-3-hydroxy-1-((phenoxathiine-3-carbonyl)glycyl)pyrrolidine-2-carboxamide N1C(=CC=2C=NC=CC21)CNC(=O)[C@H]2N(CC[C@H]2O)C(CNC(=O)C=2C=CC=1SC3=CC=CC=C3OC1C2)=O